N-[4-(4,4,5,5-tetramethyl-1,3,2-dioxaborolan-2-yl)phenyl]-4-(trifluoromethyl)pyridine-2-sulfonamide CC1(OB(OC1(C)C)C1=CC=C(C=C1)NS(=O)(=O)C1=NC=CC(=C1)C(F)(F)F)C